COC1=CC2=C(C3=CC=CC=C3N=C2C=C1OC)N[C@H]1CN(CCC1)CCC 2,3-dimethoxy-N-[(3R)-1-propylpiperidin-3-yl]acridin-9-amine